2'-chloro-N-(5-(((3R,5S)-5-fluoro-1-methylpiperidin-3-yl)oxy)-1,3,4-thiadiazol-2-yl)-5'-methoxy-6-methyl-[4,4'-bipyridine]-3-carboxamide ClC1=NC=C(C(=C1)C1=C(C=NC(=C1)C)C(=O)NC=1SC(=NN1)O[C@H]1CN(C[C@H](C1)F)C)OC